N1=C(C=CC=C1)C1=NN2C(=NC=3N(C=NC3C2=N1)CCN1CC=2C=C(C=NC2CC1)C=1SC=CN1)N 8-(pyridin-2-yl)-3-(2-(3-(thiazol-2-yl)-7,8-dihydro-1,6-naphthyridin-6(5H)-yl)ethyl)-3H-[1,2,4]triazolo[5,1-i]purin-5-amine